(6R,6aS,11aR)-9-cyclopentyl-14-(cyclopropylmethyl)-2-methoxy-8-methyl-5,6,9,11-tetrahydro-6,11a-(epiminoethano)naphtho[2,1-f]indazol-6a(7H)-ol C1(CCCC1)N1N=C2C[C@@]34[C@@](CC2=C1C)([C@@H](CC=1C=CC(=CC13)OC)N(CC4)CC4CC4)O